FC=1C(=C(C=CC1)O)C=1C(=CC2=C(N=C(N=C2N2[C@@H](CNCC2)C)OCC2(CC2)CN2CCCC2)N1)F 3-fluoro-2-(6-fluoro-4-((R)-2-methylpiperazin-1-yl)-2-((1-(pyrrolidin-1-ylmethyl)cyclopropyl)methoxy)pyrido[2,3-d]pyrimidin-7-yl)phenol